ClC1N(C=CC=C1)C 2-Chloro-1-methylpyridine